2-(6-(6-((4-cyano-2-fluorobenzyl)oxy)pyridin-2-yl)isochroman-1-yl)-1-(2-methoxyethyl)-1H-benzo[d]imidazole-6-carboxylic acid C(#N)C1=CC(=C(COC2=CC=CC(=N2)C=2C=C3CCOC(C3=CC2)C2=NC3=C(N2CCOC)C=C(C=C3)C(=O)O)C=C1)F